N-(2-fluoro-5-((2-(((3S,5S)-5-fluoropiperidin-3-yl)amino)-[4,5'-bipyrimidin]-4'-yl)oxy)-6-methylnaphthalen-1-yl)-1-(pyridin-2-yl)methanesulfonamide FC1=C(C2=CC=C(C(=C2C=C1)OC1=NC=NC=C1C1=NC(=NC=C1)N[C@@H]1CNC[C@H](C1)F)C)NS(=O)(=O)CC1=NC=CC=C1